C1N(CCC2=CN=CC=C12)C(=O)C=1N=NC(=C(C1)C)N1CC=2C=C(C=NC2CC1)C(F)(F)F (3,4-dihydro-2,6-naphthyridin-2(1H)-yl)(5-methyl-6-(3-(trifluoromethyl)-7,8-dihydro-1,6-naphthyridin-6(5H)-yl)pyridazin-3-yl)methanone